FC1=C(C=CC=C1)/C(/COC)=N/O (Z)-(2-fluorophenyl)-2-methoxy-ethanone oxime